BrC=1C(=C(OCCC(C(C)(O)C2=CC=C(C=C2)F)F)C(=CC1)F)F 5-(3-bromo-2,6-difluorophenoxy)-3-fluoro-2-(4-fluorophenyl)pentan-2-ol